FC=1C=C(CC=2C=C3C(N(C=NC3=C(C2C)C)[C@H]2CCOC[C@@H]2O)=O)C=CC1C(NCCCOC)=O 1,5-anhydro-2,3-dideoxy-3-(6-(3-fluoro-4-((3-methoxypropyl)carbamoyl)-benzyl)-7,8-dimethyl-4-oxoquinazolin-3(4H)-yl)-L-threo-pentitol